C1(=C(C=CC=C1)C1=C(C2=C(SC3=C2C=CC=C3)C=C1)C1=NN=NC(=C1C1=C(C(=CC=3C2=CC=CC=C2CC13)C)C)C1=CC=CC=C1)C=1C(=CC=CC1)C1=CC=CC=C1 (terphenylyl)[(phenyl)(dimethylfluorenyl)triazinyl]dibenzothiophene